C(C=CC=CC=CC=C)O 2,4,6,8-Nonatetraen-1-ol